C([O-])([O-])=O.COC[Ca+2] methoxymethyl-calcium carbonate